O1CCCC2=CC=CC(=C12)B1OC(C(O1)(C)C)(C)C 2-(chroman-8-yl)-4,4,5,5-tetramethyl-1,3,2-dioxaborolane